8-(4-chlorophenyl)-6-hydrazino-7H-purine ClC1=CC=C(C=C1)C1=NC2=NC=NC(=C2N1)NN